CC1=CC=C(C=C1)N(C)C dimethyl-4-toluidine